FC=1C(=CC=C2C=CC(=NC12)C)C1=CN=C(N1)[C@H](CCCCCC(CC)=O)NC(=O)[C@H]1CC12CCN(CC2)C (S)-N-((S)-1-(5-(8-Fluoro-2-methylchinolin-7-yl)-1H-imidazol-2-yl)-7-oxononyl)-6-methyl-6-azaspiro[2.5]octan-1-carboxamid